2-(((1R)-1-(3-cyano-2-(6-(4-cyanophenyl)-3,6-diazabicyclo[3.1.1]heptan-3-yl)-7-methyl-4-oxo-4H-pyrido[1,2-a]pyrimidin-9-yl)ethyl)amino)benzoic acid C(#N)C1=C(N=C2N(C1=O)C=C(C=C2[C@@H](C)NC2=C(C(=O)O)C=CC=C2)C)N2CC1N(C(C2)C1)C1=CC=C(C=C1)C#N